F[B-](F)(F)F.N1(N=NC2=C1C=CC=C2)OC(=[N+](C)C)N(C)C (1H-Benzotriazol-1-yloxy)(dimethylamino)-N,N-dimethylmethaniminium tetrafluoroborate